BrC=1C(=C(C(=CC1)C(=O)OC)C(=O)[O-])C methyl 4-bromo-3-methyl-benzene-1,2-dicarboxylate